(5-chloro-6-methylbenzofuran-3-yl)methanol ClC=1C(=CC2=C(C(=CO2)CO)C1)C